C(#N)CNC=1C=C(C(=O)O)C=CC1[C@@H]1N(CCCC1)CC1=C2C=CNC2=C(C=C1OC)C 3-[(cyanomethyl)amino]-4-[(2R)-1-[(5-methoxy-7-methyl-1H-indol-4-yl)methyl]piperidin-2-yl]benzoic acid